1-(3-hydroxycyclobutyl)-4-[6-methyl-1-(4-methylbenzenesulfonyl)-7-oxo-2-[1-(trifluoromethyl)pyrazol-4-yl]pyrrolo[2,3-c]pyridin-4-yl]-5-phenylpyridin-2-one OC1CC(C1)N1C(C=C(C(=C1)C1=CC=CC=C1)C=1C2=C(C(N(C1)C)=O)N(C(=C2)C=2C=NN(C2)C(F)(F)F)S(=O)(=O)C2=CC=C(C=C2)C)=O